FC1=CC(=C(C=C1)N1C(C2=CC=CC=C2C1)=O)C=1N(C=CN1)C (4-Fluoro-2-(1-methyl-1H-imidazol-2-yl)phenyl)isoindolin-1-one